2-[6-(2-chloro-4-methoxy-phenyl)-2-oxo-3H-imidazo[4,5-b]pyridin-1-yl]-N-cyclopropyl-acetamide ClC1=C(C=CC(=C1)OC)C=1C=C2C(=NC1)NC(N2CC(=O)NC2CC2)=O